5-(piperidin-3-yl)pyridin-2(1H)-one N1CC(CCC1)C=1C=CC(NC1)=O